hydroxymethyldinaphthothiophene OCC1=CC=CC=2C=CC3=C(C4=C(S3)C=3C=CC=CC3C=C4)C12